(S)-1-(4-Chlorophenyl)ethylamine ClC1=CC=C(C=C1)[C@H](C)N